FC1=CC=C(C=C1)N1C(=C(C2=C(C=CC=C12)O)C1=CC=C(C(=O)O)C=C1)C1(COC1)C 4-[1-(4-fluorophenyl)-4-hydroxy-2-(3-methyloxetan-3-yl)indol-3-yl]benzoic acid